ClC1=NC=CC(=C1)C1=CNC=2N=CN=C(C21)N2CCOCC2 4-(5-(2-chloropyridin-4-yl)-7H-pyrrolo[2,3-d]pyrimidin-4-yl)morpholine